potassium boric acid B(O)(O)O.[K]